C1(CC1)N(C(OC(C)(C)C)=O)C1CCN(CC1)C=1C=2N(C(=C(C1)F)C(NC1=CC3=CN(N=C3C=C1OC)C)=O)N=C(C2)C tert-butyl N-cyclopropyl-N-[1-[6-fluoro-7-[(6-methoxy-2-methyl-indazol-5-yl)carbamoyl]-2-methyl-pyrazolo[1,5-a]pyridin-4-yl]-4-piperidyl]carbamate